propylbis(trimethylsiloxy)butylsilan C(CC)[SiH2]CCCC(O[Si](C)(C)C)O[Si](C)(C)C